COC1=C(C(=C(C=C1)C=O)OC)OC trimethoxybenzaldehyde